(5-aminobenzofuran-3-yl)dihydropyrimidine-2,4(1H,3H)-dione NC=1C=CC2=C(C(=CO2)N2C(NC(CC2)=O)=O)C1